C1(CC1)C1=NN(C(=C1C(F)(F)F)C(=O)O)CC1CC12CC2 3-cyclopropyl-1-(spiro[2.2]pentan-1-ylmethyl)-4-(trifluoromethyl)-1H-pyrazole-5-carboxylic acid